6-(2-(methylsulfonyl)pyrimidin-5-yl)hex-5-yneamide CS(=O)(=O)C1=NC=C(C=N1)C#CCCCC(=O)N